(S)-N,N-dimethyl-5-(4,4,5,5-tetramethyl-1,3,2-dioxaborolan-2-yl)-2,3-dihydrobenzofuran-3-amine hydrochloride Cl.CN([C@@H]1COC2=C1C=C(C=C2)B2OC(C(O2)(C)C)(C)C)C